FC(F)(F)C(C(F)(F)F)=P(C(C(F)(F)F)C(F)(F)F)=C(C(F)(F)F)C(F)(F)F bis(bis(trifluoromethyl)methylene)(1,1,1,3,3,3-hexafluoroprop-2-yl)phosphorane